C(CCCC)C1(OC(OC1)(C)C)COCCCCC (Pentyl)4-Pentyloxymethyl-2,2-dimethyl-1,3-dioxolane